trans-[3-(4-piperidinyloxy)cyclobutyl]methanol tert-butyl-2-chloro-7,7-dimethyl-7,8-dihydro-1,6-naphthyridine-6(5H)-carboxylate C(C)(C)(C)C=1C(=NC=2CC(N(CC2C1)C(=O)OC[C@@H]1C[C@H](C1)OC1CCNCC1)(C)C)Cl